t-butylmethyldiethoxysilane C(C)(C)(C)[Si](OCC)(OCC)C